N1N=CC(=C1)C1=CC(NC=N1)=O 6-(1H-pyrazole-4-yl)pyrimidine-4(3H)-one